9-[(3-methylphenyl)methyl]-2-hexyl-2,3,4,9-tetrahydro-1H-carbazole-8-carboxylic acid CC=1C=C(C=CC1)CN1C2=C(C=CC=C2C=2CCC(CC12)CCCCCC)C(=O)O